(1r,4r)-4-(3-Amino-3-methylbutyl)cyclohexane-1-carboxylic acid NC(CCC1CCC(CC1)C(=O)O)(C)C